1-methylpyridin-2(1H)-one hydrochloride Cl.CN1C(C=CC=C1)=O